ClC=1C=C(C=C(C1)C1=NN=CN1)N1N=CC=2C1=NC=C(C2)C(=O)N2CCSCC2 (1-(3-chloro-5-(4H-1,2,4-triazol-3-yl)phenyl)-1H-pyrazolo[3,4-b]pyridin-5-yl)(thiomorpholino)methanone